CCCC(CCCCCCCCCCCCCCCC)O eicosane-4-ol